5-Amino-8-furan-2-yl-1-methyl-3-vinyl-1,3-dihydro-[1,2,4]triazolo[5,1-i]purin-2-one NC=1N2C(C=3N(C(N(C3N1)C=C)=O)C)=NC(=N2)C=2OC=CC2